N1C=CC2=C1NC=C2 1H-pyrrolo[2,3-b]pyrrole